3-(6-chloro-4,9-dihydro-3H-pyrido[3,4-b]indol-1-yl)-2-methylpropyl acetate C(C)(=O)OCC(CC1=NCCC2=C1NC1=CC=C(C=C21)Cl)C